ClC=1C=C(C=CC1NC1=NNC(=C1)C1=CC=C(C=C1)O)NC(C)=O N-(3-chloro-4-((5-(4-hydroxyphenyl)-1H-pyrazol-3-yl)amino)phenyl)acetamid